NCC1=NC2=CC=CC=C2C(N1)=O 2-(aminomethyl)-3H-quinazolin-4-one